tert-butyl (S)-7-(3,3-difluoropiperidin-4-yl)-2,7-diazaspiro[3.5]nonane-2-carboxylate FC1(CNCC[C@@H]1N1CCC2(CN(C2)C(=O)OC(C)(C)C)CC1)F